CN(CCN(C(=O)C=1N=CN2C1N=NN(C2=O)CCOC(F)(F)F)C)C N-(2-(Dimethylamino)ethyl)-N-methyl-4-oxo-3-(2-(trifluoromethoxy)ethyl)-3,4-dihydroimidazo[5,1-d][1,2,3,5]tetrazine-8-carboxamide